C(C)(C)(C)OC(=O)N1CC=2C=CC(=NC2CC1)OCC1=CC=CC=C1 2-(Phenylmethyloxy)-7,8-dihydro-1,6-naphthyridine-6(5H)-carboxylic acid tert-butyl ester